2-(3-isopropyl-2-(8-methoxy-[1,2,4]triazolo[1,5-a]pyridin-6-yl)-1H-indol-5-yl)-5,5-dimethyl-4-(oxetan-3-yl)morpholine C(C)(C)C1=C(NC2=CC=C(C=C12)C1CN(C(CO1)(C)C)C1COC1)C=1C=C(C=2N(C1)N=CN2)OC